2-(6-(4-methoxyphenyl)-2-oxo-2,3-dihydro-1H-imidazo[4,5-b]pyridin-1-yl)acetic acid TFA salt OC(=O)C(F)(F)F.COC1=CC=C(C=C1)C=1C=C2C(=NC1)NC(N2CC(=O)O)=O